ClC=1C(=NC=C(C1C1CC1)C1=CC(=CC=C1)Cl)C#N 3-chloro-5-(3-chlorophenyl)-4-cyclopropylpicolinonitrile